ClC1(C(=CC=C(N1)C(=O)NC([2H])([2H])[2H])N1CCN(CC1)CC=1C=NC=2CC(C(NC2C1)=O)CC)C 6-chloro-5-(4-((7-ethyl-6-oxo-7,8-dihydro-1,5-naphthyridin-3-yl)methyl)piperazine-1-yl)-6-methyl-N-(methyl-d3)pyridine-2-carboxamide